C1(CC1)NC(=O)NC(C1=CC=C(C=C1)OC)C1=CC(=C2C=CC=NC2=C1O)[N+](=O)[O-] 1-Cyclopropyl-3-[(8-hydroxy-5-nitroquinolin-7-yl)(4-methoxyphenyl)methyl]urea